7-(7-fluoroimidazo[1,2-a]pyridin-3-yl)-4-iodo-1-(bis(tert-butyloxycarbonyl)amino)isoquinoline FC1=CC=2N(C=C1)C(=CN2)C2=CC=C1C(=CN=C(C1=C2)N(C(=O)OC(C)(C)C)C(=O)OC(C)(C)C)I